ClC1=CC=C(C=N1)NC1=NC=CC2=CC(=CC=C12)NCC1CC1 N1-(6-chloropyridin-3-yl)-N6-(cyclopropylmethyl)isoquinoline-1,6-diamine